C(C)C=1C(=NC(=CC1)C)NS([O-])(=O)=O.[Na+] Sodium N-(3-ethyl-6-methylpyridin-2-yl)sulfamate